2-{6-[2-(5-Fluoro-2,7-dimethyl-benzo[b]thiophen-3-yl)-ethylamino]-pyrimidin-4-yl}-benzo[b]thiophen FC1=CC2=C(SC(=C2CCNC2=CC(=NC=N2)C2=CC3=C(S2)C=CC=C3)C)C(=C1)C